Methyl-(bromomethyl)-2-chlorobenzoate CC1=C(C(=C(C(=O)[O-])C=C1)Cl)CBr